N[C@@H]1CN(CC1)C1=CC=CC(=N1)N1C(C=2C(=NC=CC2C1=O)C1=C(C=CC=C1OC)F)C 2-(6-((S)-3-aminopyrrolidin-1-yl)pyridin-2-yl)-4-(2-fluoro-6-methoxyphenyl)-3-methyl-2,3-dihydro-1H-pyrrolo[3,4-c]pyridin-1-one